ClC=1C=C(NC2(CCC3(C(CC4=CC=CC=C34)C[C@H](COC3=CC=NC=4C(CCCC34)C(F)F)C)CC2)C(=O)O)C=CC1 4-(3-Chloroanilino)-2'-[(2R)-3-{[8-(difluoromethyl)-5,6,7,8-tetrahydroquinolin-4-yl]oxy}-2-methylpropyl]-2',3'-dihydrospiro[cyclohexane-1,1'-indene]-4-carboxylic acid